C1(CC1)CC1(CCC2(OCCO2)CC1)CCC#N 3-(8-(Cyclopropylmethyl)-1,4-dioxaspiro[4.5]decan-8-yl)propanenitrile